Rac-(1R,6R)-7-oxa-4-azabicyclo[4.2.0]octan-8-one trifluoroacetic acid salt FC(C(=O)O)(F)F.[C@H]12CCNC[C@@H]2OC1=O |r|